C(C)C(CCO)(CCCO)CC 3,3-diethyl-1,6-hexanediol